2-(hexylamino)ethanol C(CCCCC)NCCO